O1CCN(CC1)CC(C(=O)NC1CN(CCC1)CC1=CC(=NC=C1)C(=O)N)=C 4-((3-(2-(morpholinomethyl)acrylamido)piperidin-1-yl)methyl)picolinamide